ClC(C1=NC(=NO1)C1=CC=2N(C=C1)C=C(N2)CN=S(=O)(C)C)(F)F (((7-(5-(chlorodifluoromethyl)-1,2,4-oxadiazol-3-yl)imidazo[1,2-a]pyridin-2-yl)methyl)imino)dimethyl-λ6-sulfanone